1,2-bis(carboxyamyl-methyl-thio)-ethane C(=O)(O)CCCCCCSCCSCCCCCCC(=O)O